C(C=C)(=O)N1C[C@H](CCC1)CNC1=C2C(=NC=C1)NC(=C2)CO (R)-4-(((1-Acryloylpiperidin-3-yl)methyl)amino)-2-(hydroxymethyl)-1H-pyrrolo[2,3-b]pyridine